(2s,4r)-2-(3-ethoxy-3-oxopropionyl)-pyrrolidine-1-carboxylic acid tert-butyl ester C(C)(C)(C)OC(=O)N1[C@@H](CCC1)C(CC(=O)OCC)=O